FC1=C(C(=CC=C1)C(F)(F)F)C=1CCCC2=C(C1C1=CC=C(C=C1)CC1CN(C1)CCCF)C=CC=C2 8-(2-Fluoro-6-(trifluoromethyl)phenyl)-9-(4-((1-(3-fluoropropyl)azetidin-3-yl)methyl)phenyl)-6,7-dihydro-5H-benzo[7]annulen